nicotine 4-aminosalicylate (1-hydroxy-4-aminobenzoate) OC1(C(=O)O)CC=C(C=C1)N.NC=1C=C(C(C(=O)O)=CC1)O.N1=CC=CC(=C1)C1N(C)CCC1